[C@H]1([C@H](O)[C@@H](O)[C@@H](O)[C@H](O1)C)N 2-cis-alpha-D-fucosyl-amine